C(CCCCCCC)OC(CCCCCCCCCCCCC/C=C/CCO)OCCCCCCCC (3E)-18,18-dioctyloxy-3-octadecen-1-ol